ClC=1C=CC(=C2C=NN(C12)C)OC1=CC=C(C=C1)C1=CC(=CC(=N1)C#N)[C@@H](CO)O (S)-6-(4-((7-chloro-1-methyl-1H-indazol-4-yl)oxy)phenyl)-4-(1,2-dihydroxyethyl)pyridinecarbonitrile